C(C)OC(=O)C=1C=NN(C1)C1(CC1)C 1-(1-methylcyclopropyl)-1H-pyrazole-4-carboxylic acid ethyl ester